BrC=1C=NN(C1C)[C@@H]1CN(CCC1)C(=O)OC(C)(C)C tert-Butyl (3S)-3-(4-bromo-5-methylpyrazol-1-yl)piperidine-1-carboxylate